methyl propanate C(CC)(=O)OC